N-((2S)-1,1-dicyclopropyl-3-((2-fluoro-4-((2S)-1-(4-fluoro-2-(trifluoromethyl)pyrrolidin-1-yl)-1-oxopropan-2-yl)phenyl)amino)-3-oxopropan-2-yl)-1-isopropyl-1H-pyrazole-5-carboxamide C1(CC1)C([C@@H](C(=O)NC1=C(C=C(C=C1)[C@@H](C(=O)N1C(CC(C1)F)C(F)(F)F)C)F)NC(=O)C1=CC=NN1C(C)C)C1CC1